COC(C(CC(C(O)C1=CC=C(C=C1)Cl)C1=CC(=CC=C1)Cl)C)=O 4-(3-chlorophenyl)-5-(4-chlorophenyl)-5-hydroxy-2-methylpentanoic acid methyl ester